N-(6-(6-methoxy-imidazo[1,2-a]pyridin-3-yl)pyridin-2-yl)-6-azaspiro[3.4]octan-2-amine COC=1C=CC=2N(C1)C(=CN2)C2=CC=CC(=N2)NC2CC1(C2)CNCC1